[Cl-].[Cl-].[In+3].CN(C=O)C (N,N'-dimethylformamide) indium (III) dichloride